C(C)(C)(C)OC(=O)N1[C@@H](CN([C@H](C1)C)C1=CC(N(C2=CC=C(N=C12)C#N)C)=O)C (2r,5s)-4-(6-cyano-1-methyl-2-oxo-1,2-dihydro-1,5-naphthyridin-4-yl)-2,5-dimethylpiperazine-1-carboxylic acid tert-butyl ester